di(2-methylhexyl)phosphoric acid CC(COP(OCC(CCCC)C)(O)=O)CCCC